C(C)(C)(C)S(=O)(=O)NC(=O)C=1N=NC(=CC1)N1CCN(CC1)CC1=C(C=C(C=C1)C1=CC(=CC=C1)O)CC N-tert-Butylsulfonyl-6-[4-[[2-ethyl-4-(3-hydroxyphenyl)phenyl]methyl]piperazin-1-yl]pyridazine-3-carboxamide